NC=1C=C(C=CC1)S(=O)(=O)NC(=O)C=1C(=NC(=CC1)C(C)(C)C)C1=CC(=C(C=C1)F)C N-(3-Aminophenyl)sulfonyl-6-tert-butyl-2-(4-fluoro-3-methylphenyl)pyridin-3-carboxamid